ClC=1C=CC(=NC1)OC[C@@H]1N(C2CC(C1)C2)C(=O)C2=C(C=CC(=C2)C)C2=NC=CC=N2 (3R)-3-{[(5-chloropyridin-2-yl)oxy]methyl}-2-{[5-methyl-2-(pyrimidin-2-yl)phenyl]carbonyl}-2-azabicyclo[3.1.1]heptane